C(C)(C)(C)C1=CC(=C(C(=C1)C(C)(C)C)O)C(C)C 4,6-di-tertiary butyl-2-isopropyl-phenol